2-amino-1-hydroxy-8-methoxy-naphthalene-3,6-disulfonic acid NC1=C(C2=C(C=C(C=C2C=C1S(=O)(=O)O)S(=O)(=O)O)OC)O